OC=1C(=NC=CC1OC)C(=O)N[C@H](C(=O)O[C@H]([C@@H](C(C)C)C1=C(C=C(C=C1)F)C)C)C [(1S,2S)-2-(4-fluoro-2-methyl-phenyl)-1,3-dimethyl-butyl] (2S)-2-[(3-hydroxy-4-methoxy-pyridine-2-carbonyl)amino]propanoate